4-bromo-2-chlorophenol BrC1=CC(=C(C=C1)O)Cl